2-(6-Cyclopropylpyridin-3-yl)-N-[(3S)-9-fluoro-2-oxo-5-phenyl-1,3-dihydro-1,4-benzodiazepin-3-yl]-6,7-dihydro-5H-pyrazolo[5,1-b][1,3]oxazine-3-carboxamide C1(CC1)C1=CC=C(C=N1)C1=NN2C(OCCC2)=C1C(=O)N[C@@H]1C(NC2=C(C(=N1)C1=CC=CC=C1)C=CC=C2F)=O